COC(C1=CC(=C(C=C1)N1CCC(CC1)OC1=C(C=C(C=C1)F)F)[N+](=O)[O-])=O 4-(4-(2,4-difluorophenoxy)piperidin-1-yl)-3-nitrobenzoic acid methyl ester